N,N-dimethyl-p-ethylaniline CN(C1=CC=C(C=C1)CC)C